CC1([C@@H]([C@@H]2CC[C@H]1C2)NC(OCC2=CC=CC=C2)=O)C benzyl ((1R,2R,4S)-3,3-dimethylbicyclo[2.2.1]heptan-2-yl)carbamate